C(#N)C1=NN(C(=C1C)C(=O)NC=1C=C2C(=NNC2=CC1)C1=CC(=NC=C1)OC)C 3-cyano-N-(3-(2-methoxypyridin-4-yl)-1H-indazol-5-yl)-1,4-dimethyl-1H-pyrazole-5-carboxamide